NC1(CCC1)CNCC=1C=CC(=C(C1)CN1N=CC=2N=C(N=C(C21)NCCCC)N)OC 1-{[5-({[(1-aminocyclobutyl)methyl]amino}methyl)-2-methoxyphenyl]methyl}-N7-butyl-1H-pyrazolo[4,3-d]pyrimidine-5,7-diamine